methyl 10-((2-(bis(4-methoxyphenyl) (phenyl) methoxy) ethyl) (2-((tert-butyldimethylsilyl) oxy) ethyl) amino)-10-oxodecanoate COC1=CC=C(C=C1)C(OCCN(C(CCCCCCCCC(=O)OC)=O)CCO[Si](C)(C)C(C)(C)C)(C1=CC=CC=C1)C1=CC=C(C=C1)OC